FC1=CC=C(C=C1)C1=CC(=CC=C1)[N+](=O)[O-] 1-(4-fluorophenyl)-3-nitrobenzene